Amyl-trimethyl-ammonium C(CCCC)[N+](C)(C)C